CC(Cl)(C)C Trimethylchloromethane